ClC1=C(N=C(NC1=O)C1=CC(=NC=C1)F)N1CCC2(CCNC2)CC1 5-chloro-4-(2,8-diazaspiro[4.5]decan-8-yl)-2-(2-fluoro-4-pyridinyl)-1H-pyrimidin-6-one